(R)-bis(3,5-dimethylphenyl)(1-(8-fluoro-1,3-dimethylpyrrolo[1,2-a]quinoxalin-4-yl)naphthalen-2-yl)phosphine oxide CC=1C=C(C=C(C1)C)P(C1=C(C2=CC=CC=C2C=C1)C=1C=2N(C3=CC(=CC=C3N1)F)C(=CC2C)C)(C2=CC(=CC(=C2)C)C)=O